2-((3,3-difluorocyclobutyl)methyl)-3-ethoxy-2-methyl-3-oxopropanoic acid FC1(CC(C1)CC(C(=O)O)(C(=O)OCC)C)F